FC(C1=CC=C(C=C1)C1=NN=CO1)(F)F 5-(4-trifluoromethylphenyl)-1,3,4-oxadiazole